ClC1=CC(=C(C=C1)N1N=C(C=C1)OCCC(C(C)=NOC)(C)C(C1=C(C=CC=C1)C)[N-]C)F 5-{[1-(4-chloro-2-fluorophenyl)-1H-pyrazol-3-yl]oxy}-2-(methoxyimino)-N,3-dimethylpentane-3-yl-{2-methylbenzyl}amide